2'-isopropylbiphenyl-3-carbaldehyde C(C)(C)C1=C(C=CC=C1)C1=CC(=CC=C1)C=O